C1(CCC1)C(=O)C1C(C2=CC=3C(C(C(C3C=C2C1=O)=O)C(=O)C1CCC1)=O)=O 2,6-dicyclobutanecarbonyl-1,2,3,5,6,7-hexahydro-s-indacene-1,3,5,7-tetrone